tert-butyl N-{[1-(26-amino-3,6,9,12,15,18,21,24-octaoxahexacosan-1-yl)-1,2,3-triazol-4-yl]methyl}carbamate NCCOCCOCCOCCOCCOCCOCCOCCOCCN1N=NC(=C1)CNC(OC(C)(C)C)=O